NC1=NC(=C2C(=N1)N(N=C2)CC2=CC(=C(C=C2)[N+](=O)[O-])C)C=2C=C(C=NC2)C#N 5-[6-amino-1-[(3-methyl-4-nitro-phenyl)methyl]pyrazolo[3,4-d]pyrimidine-4-yl]pyridine-3-carbonitrile